FC(C=1C=C(C=CC1)C#C)(F)F 3-(trifluoromethyl)phenylacetylene